racemic-methyl 2-(2,2,7-trifluoro-3-oxo-6-(2,3,4,6-tetrafluorophenyl)-2,3-dihydro-4H-benzo[b][1,4]oxazin-4-yl)propanoate FC1(C(N(C2=C(O1)C=C(C(=C2)C2=C(C(=C(C=C2F)F)F)F)F)[C@@H](C(=O)OC)C)=O)F |r|